tert-butyl 4-[4-[3-cyano-6-(1-methylpyrazol-4-yl)pyrazolo[1,5-a]pyridin-4-yl]phenyl]piperazine-1-carboxylate C(#N)C=1C=NN2C1C(=CC(=C2)C=2C=NN(C2)C)C2=CC=C(C=C2)N2CCN(CC2)C(=O)OC(C)(C)C